C(=CCC)S(=O)(=O)N butenesulfonamide